3-(((1S,2R,5R)-adamantan-2-yl)ureido)-N-isobutylbenzamide C12C(C3CC(CC(C1)C3)C2)NC(NC=2C=C(C(=O)NCC(C)C)C=CC2)=O